O=C(NNNCCCC\C=C/CCCCCCCC)OCC(COC(CCCCCCC\C=C/CCCCCCCC)=O)OC(CCCCCCC\C=C/CCCCCCCC)=O TriAza-Triolein